C(#N)C1CN(CCCC1)C(=O)OC(C)(C)C tert-butyl 3-cyanoazepane-1-carboxylate